C(CCCCCCCCC)OCOCCCC(CC(CC(CC(C)Cl)C)C)C 10-chloro-4,6,8-trimethylundecyl decyloxymethyl ether